1-(3-methyl-2,3,4,5-tetrahydro-1H-[1,4]diazepino[1,7-a]indol-9-yl)-4-{[4-(4,4,5,5-tetraethyl-1,3,2-dioxaborolan-2-yl)phenyl]methoxy}pyridin-2(1H)-one CN1CCN2C(=CC=3C=C(C=CC23)N2C(C=C(C=C2)OCC2=CC=C(C=C2)B2OC(C(O2)(CC)CC)(CC)CC)=O)CC1